FC=1C=C(C=CC1)NC1=CC(=CC(=N1)C(=O)N1CC2=CC=CC=C2C1)N (6-(3-Fluorophenylamino)-4-aminopyridin-2-yl)(isoindolin-2-yl)methanone